3-(7-(8-Ethyl-7-fluoro-3-hydroxynaphthalen-1-yl)-8-fluoro-2-(((2R,7aS)-2-fluorotetrahydro-1H-pyrrolizin-7a(5H)-yl)methoxy)quinazolin-4-yl)-3-azabicyclo[3.2.1]octan-6-ol C(C)C=1C(=CC=C2C=C(C=C(C12)C1=CC=C2C(=NC(=NC2=C1F)OC[C@]12CCCN2C[C@@H](C1)F)N1CC2CC(C(C1)C2)O)O)F